trimethoxy(2-butoxy)silane vinyl-acetate neodecanoate C(CCCCCC(C)(C)C)(=O)O.C(=C)CC(=O)O.CO[Si](OC(C)CC)(OC)OC